N5-ethyl-3-(1-(2-fluorophenyl)ethoxy)-N2-methyl-1H-pyrrole-2,5-dicarboxamide C(C)NC(=O)C1=CC(=C(N1)C(=O)NC)OC(C)C1=C(C=CC=C1)F